BrC(C=C)CC=C 3-bromo-1,5-hexadiene